methyl 1-(7-(2-amino-3-cyano-7-fluorobenzo[b]thiophen-4-yl)-6-chloro-8-fluoro-2-(((2R,7aS)-2-fluorotetrahydro-1H-pyrrolizin-7a(5H)-yl)methoxy)quinazolin-4-yl)piperidine-3-carboxylate NC1=C(C2=C(S1)C(=CC=C2C2=C(C=C1C(=NC(=NC1=C2F)OC[C@]21CCCN1C[C@@H](C2)F)N2CC(CCC2)C(=O)OC)Cl)F)C#N